CC(=O)N[C@@H]1[C@H]([C@H]([C@H](O[C@H]1O[C@H]2[C@H](O[C@H]([C@@H]([C@H]2O)O)O[C@@H]3[C@H](O[C@H]([C@@H]([C@H]3O)O)O)CO)CO)CO)O[C@H]4[C@@H]([C@H]([C@H]([C@H](O4)CO)O)O)O)O The molecule is an amino tetrasaccharide consisting of beta-D-galactopyranose, 2-acetamido-2-deoxy-beta-D-galactopyranos, beta-D-galactopyranose and beta-D-glucopyranose residues joined in sequence by (1->4) glycosidic bonds. It is a member of acetamides and an amino tetrasaccharide. It derives from a beta-D-GalpNAc-(1->4)-beta-D-Galp-(1->4)-beta-D-Glcp.